C(C=C)(=O)NC=1C=C(C=CC1C)N1C(C=CC2=CN=C3C(=C12)C=C(C=C3)C3=CC=C(C=C3)NC(OC)=O)=O Methyl 4-(1-(3-acrylamido-4-methylphenyl)-2-oxo-1,2-dihydrobenzo[h][1,6]naphthyridin-9-yl)phenylcarbamate